1-(4-(2-(7,8-dimethyl-[1,2,4]triazolo[1,5-a]pyridin-6-yl)-3-isopropyl-1H-pyrrolo[3,2-b]pyridin-5-yl)piperazin-1-yl)-2-methylpropan-2-ol CC1=C(C=2N(C=C1C1=C(C3=NC(=CC=C3N1)N1CCN(CC1)CC(C)(O)C)C(C)C)N=CN2)C